(R)-N-(4,4-difluoro-1-(oxetan-3-yl)pyrrolidin-3-yl)-5-(1-(2,2-difluoroethyl)-4-fluoro-1H-benzo[d]imidazol-6-yl)-4-methoxypyrrolo[2,1-f][1,2,4]triazin-2-amine FC1([C@@H](CN(C1)C1COC1)NC1=NN2C(C(=N1)OC)=C(C=C2)C=2C=C(C1=C(N(C=N1)CC(F)F)C2)F)F